2,N4-dipropargyl-6-(2-tetrahydrofuranyl)-1,2,4-triazine C(C#C)N1NC(=CN(C1)CC#C)C1OCCC1